[Pb].O1CCCC2=CC=CC=C12 Chromane Lead